ClC=1C=C2C(=CC=NC2=CN1)OC1=CC=C(C=C1)NC(OC(C)(C)C)=O tert-butyl N-[4-[(6-chloro-1,7-naphthyridin-4-yl)oxy]phenyl]carbamate